CC1=NC(=CC(=C1)C=1NC2=CC=C(C=C2C1C(C)C)C1CCN(CC1)C(C)=O)C 1-(4-(2-(2,6-dimethylpyridin-4-yl)-3-isopropyl-1H-indol-5-yl)piperidin-1-yl)ethan-1-one